(4R,5S,6R)-(5,6-difluoro-4-hydroxy-3-(trifluoromethyl)-5,6-dihydrocyclopenta[b]pyrrole-1(4H)-yl)-2-fluorobenzonitrile F[C@H]1[C@@H](C2=C(N(C=C2C(F)(F)F)C=2C(=C(C#N)C=CC2)F)[C@H]1F)O